C[C@@H]1CN(C[C@@H](N1)C)C1=NC2=CC=C(C=C2N=C1)OC 2-[(3R,5S)-3,5-dimethylpiperazin-1-yl]-6-methoxyquinoxaline